(2-(6-chloro-7-(2-fluoro-6-hydroxyphenyl)-4-((2S)-2-methyl-4-(2-propenoyl)-1-piperazinyl)-2-oxopyrido[2,3-d]pyrimidin-1(2H)-yl)phenyl)acetonitrile ClC1=CC2=C(N(C(N=C2N2[C@H](CN(CC2)C(C=C)=O)C)=O)C2=C(C=CC=C2)CC#N)N=C1C1=C(C=CC=C1O)F